C(C)OC(\C=C\CBr)=O 4-bromobut-2-enoic acid (E)-ethyl ester